NO.[N+](=O)([O-])N1N=C(N=C1[N+](=O)[O-])N 1-nitryl-3-amino-5-nitro-1,2,4-triazole hydroxylamine salt